CC1(OC=2C=C(C=C(C2C2=C1CSCC2)O)C(C)C(CCCCC)C)C 5,5-Dimethyl-8-(3-methyloctan-2-yl)-2,4-dihydro-1H-thiopyrano[3,4-c]chromen-10-ol